CN(C(=O)C1=CC=2C(=NC=C(C2)[N+](=O)[O-])N1C(=O)OC(C)(C)C)C tert-Butyl 2-(dimethylcarbamoyl)-5-nitro-1H-pyrrolo[2,3-b]pyridin-1-carboxylate